(2S)-1-[2-[(3R)-3-[(3-fluoro-5-quinolyl)amino]pyrrolidin-1-yl]acetyl]pyrrolidine-2-carbonitrile FC=1C=NC2=CC=CC(=C2C1)N[C@H]1CN(CC1)CC(=O)N1[C@@H](CCC1)C#N